C(C)(=O)N[C@H](C(=O)N1[C@@H](C[C@H](C1)O)C(=O)NCC=1C=NC(=CC1)C1=C(N=CS1)C)C(C)(C)C (2S,4R)-1-((S)-2-acetamido-3,3-dimethylbutanoyl)-4-hydroxy-N-((6-(4-methylthiazol-5-yl)pyridin-3-yl)methyl)pyrrolidine-2-carboxamide